1,3-diethyl-2-({[(9H-fluoren-9-ylmethoxy)carbonyl]Amino}methyl)-1H-1,3-benzodiazol-3-ium chloride hydrochloride Cl.[Cl-].C(C)N1C(=[N+](C2=C1C=CC=C2)CC)CNC(=O)OCC2C1=CC=CC=C1C=1C=CC=CC21